HEXENYL-3-CIS-TIGLATE C(=CCCCC)OC(\C(\C)=C\C)=O